FCC(=O)CF 1,3-difluoroacetone